O1-tert-butyl O2-methyl 4-[2-[2-[[2-chloro-4-[[3-[4-(cyanomethoxy)-2,3-difluoro-phenyl]imidazo[1,2-a]pyrazin-8-yl]amino]benzoyl]amino]ethoxy]ethyl]piperazine-1,2-dicarboxylate ClC1=C(C(=O)NCCOCCN2CC(N(CC2)C(=O)OC(C)(C)C)C(=O)OC)C=CC(=C1)NC=1C=2N(C=CN1)C(=CN2)C2=C(C(=C(C=C2)OCC#N)F)F